BrC1=CC2=C(S1)C1(CC(N(C(C1)C)C(C(F)(F)F)=O)C)OCC2 1-[(2R,6S)-2-bromo-2',6'-dimethyl-spiro[4,5-dihydrothieno[2,3-c]pyran-7,4'-piperidine]-1'-yl]-2,2,2-trifluoro-ethanone